(4E)-11,11-didecyloxy-4-undecenyltrimethylphosphonium iodide [I-].C(CCCCCCCCC)OC(CCCCC/C=C/CCC[P+](C)(C)C)OCCCCCCCCCC